C(C1=CC=CC=C1)OC=1C=C2C(=C(N(C2=CC1)CC(C(=O)N)(C)C)C1=CC=CC=C1)/C(=C/CC1=CC=CC=C1)/F (Z)-3-(5-(Benzyloxy)-3-(1-fluoro-3-phenylprop-1-en-1-yl)-2-phenyl-1H-indol-1-yl)-2,2-dimethylpropanamide